(2R)-1-[(7R*)-3-cyclopropyl-5-[(2-fluoro-2-methylpropyl)sulfamoyl]-8,9-dihydro-7H-cyclopenta[h]isoquinolin-7-yl]-N-methylpyrrolidine-2-carboxamide C1(CC1)C=1N=CC2=C3C(=CC(=C2C1)S(NCC(C)(C)F)(=O)=O)[C@@H](CC3)N3[C@H](CCC3)C(=O)NC |o1:22|